OCCCCOC1=CC=C(C=C1)[C@H]1CN(CC1)C1=CC(=C(C#N)C=C1)C(F)(F)F (s)-4-(3-(4-(4-hydroxybutoxy)phenyl)pyrrolidin-1-yl)-2-(trifluoromethyl)benzonitrile